tert-butyl (S)-((3'-chloro-2'-(2-chloro-3-((2-fluoro-3-formylphenyl)amino)phenyl)-6-methoxy-[2,4'-bipyridin]-5-yl)methyl)((5-oxopyrrolidin-2-yl)methyl)carbamate ClC=1C(=NC=CC1C1=NC(=C(C=C1)CN(C(OC(C)(C)C)=O)C[C@H]1NC(CC1)=O)OC)C1=C(C(=CC=C1)NC1=C(C(=CC=C1)C=O)F)Cl